3-((bis(methyl-d3)amino)methyl)-4-(3-methoxyphenyl)-1-(2-(2,4,5-trifluorophenyl)acetyl)piperidin-4-ylbenzoate C([2H])([2H])([2H])N(C([2H])([2H])[2H])CC1CN(CCC1(C1=CC(=CC=C1)OC)OC(C1=CC=CC=C1)=O)C(CC1=C(C=C(C(=C1)F)F)F)=O